3,3-dimethyl-1-nitropropene CC(C=C[N+](=O)[O-])C